2,2-diamino-4,4,6,6-tetrachlorocyclotriphosphazene NP1(=NP(=NP(=N1)(Cl)Cl)(Cl)Cl)N